OCCC[Si](O[Si](C)(C)C)(O[Si](C)(C)C)C 3-(3-Hydroxypropyl)Heptamethyltrisiloxane